6-amino-5-(2-hydroxyethyl)pyrimidine NC1=C(C=NC=N1)CCO